[1-[4-(2,6-dioxo-3-piperidyl)phenyl]-4-piperidyl]carbamate O=C1NC(CCC1C1=CC=C(C=C1)N1CCC(CC1)NC([O-])=O)=O